C(C)(C)(C)N1N=C(C(=C1C)O)C1=C(C(=C(C=C1)F)F)F 1-(tert-butyl)-3-(2,3,4-trifluorophenyl)-5-methyl-pyrazol-4-ol